O[C@]1([C@@H](CC1)OC1=NN(C=C1NC=1N=CC2=C(N1)N(C(=C2)C#N)[C@H]2COC[C@@H]2C)C([2H])([2H])[2H])C 2-((3-((1R,2R)-2-hydroxy-2-methylcyclobutoxy)-1-(methyl-d3)-1H-pyrazol-4-yl)amino)-7-((3R,4R)-4-methyltetrahydrofuran-3-yl)-7H-pyrrolo[2,3-d]pyrimidine-6-carbonitrile